methyl α-methoxycarbonyl-p-methoxycinnamate COC(=O)C(C(=O)OC)=CC1=CC=C(C=C1)OC